C(C)(C)(C)NC(=O)[C@]1(N(C2=CC=CC=C2C1=C)C(CC1=CC=C(C=C1)C)=O)C1=NC=CC=C1 |r| (±)-N-tert-butyl-3-methylene-2-pyridin-2-yl-1-(2-p-tolylacetyl)indoline-2-carboxamide